CCCCCCCCCCCCCCNCCC(=NCCCCCCCCCCCCCC)NC(C)(C)C 3-tetradecylamino-tert-butyl-N-tetradecylpropionamidine